{1-(cis-4-{[4-([(3S)-3-hydroxypyrrolidin-1-yl]methyl)-6-(trifluoromethyl)pyridin-2-yl]oxy}cyclohexyl)-3-[4-(7H-pyrrolo[2,3-d]pyrimidin-4-yl)-1H-pyrazol-1-yl]azetidin-3-yl}acetonitrile O[C@@H]1CN(CC1)CC1=CC(=NC(=C1)C(F)(F)F)O[C@H]1CC[C@H](CC1)N1CC(C1)(N1N=CC(=C1)C=1C2=C(N=CN1)NC=C2)CC#N